C(C)(C)(C)C=1C=C(C=C(C1)N1N=C(C=C1C)C)[C@H](CC(=O)OC)CN1CC2(C1)CN(CC2(F)F)CC2=NC=1NCCCC1C=C2 methyl (S)-3-(3-(tert-butyl)-5-(3,5-dimethyl-1H-pyrazol-1-yl)phenyl)-4-(8,8-difluoro-6-((5,6,7,8-tetrahydro-1,8-naphthyridin-2-yl)methyl)-2,6-diazaspiro[3.4]octan-2-yl)butanoate